CC=1N=C(C2=C(N1)C(=CS2)C)N[C@H](CN2CCNCC2)C (S)-2,7-dimethyl-N-(1-(piperazin-1-yl)propan-2-yl)thieno[3,2-d]pyrimidin-4-amine